NC1=C(C(=C(C=C1)C1=CC(=CC=C1)O)N)O diamino-3,3'-dihydroxy-1,1'-biphenyl